CN1N=C(C=C1C=1C=2N(C(=NC1)NCC1=C(C=CC3=C1CCO3)F)C=C(N2)CN(C)C)C 8-(1,3-dimethyl-1H-pyrazol-5-yl)-2-((dimethylamino)methyl)-N-((5-fluoro-2,3-dihydrobenzofuran-4-yl)methyl)imidazo[1,2-c]pyrimidin-5-amine